CC12C(=O)NC(=O)NC1(NC(=O)N2)C Dimethyluric Acid